(2S,3R)-3-[(2-amino-6-chloro-anilino)methyl]-1-[6-methyl-4-(trifluoromethyl)-2-pyridyl]-5-oxo-pyrrolidine-2-carboxylic acid NC1=C(NC[C@@H]2[C@H](N(C(C2)=O)C2=NC(=CC(=C2)C(F)(F)F)C)C(=O)O)C(=CC=C1)Cl